NC=1C(=NC(=C(N1)C=1OC=CN1)C=1C=CC=2N(C1)C(=CN2)C)C(=O)NC[C@H]2NCCC2 (S)-3-amino-6-(3-methylimidazo[1,2-a]pyridin-6-yl)-5-(oxazol-2-yl)-N-(pyrrolidin-2-ylmethyl)pyrazine-2-carboxamide